FC1=CC(=C(C(=C1)C)N1N=CC(=C1)C(=O)OCC)O ethyl 1-(4-fluoro-2-hydroxy-6-methylphenyl)pyrazole-4-carboxylate